The molecule is a tricyclic sesquiterpene that is 2,4,4a,5,6,7,7a,7b-octahydro-1H-cyclobuta[e]indene bearing four methyl substituents at positions 3, 6, 6 and 7b. It has a role as a fungal metabolite. It is a sesquiterpene and a carbotricyclic compound. CC1=C2CC[C@@]2([C@H]3CC(C[C@H]3C1)(C)C)C